SCCCO 3-mercaptopropanol